C(#N)C=1C(=NC(=NC1)NC1=C(C=C(C=C1)N1CCC(CC1)N(C1COC1)C)NC(C=C)=O)NC1=C(C=CC=C1)OC(C)C N-(2-((5-cyano-4-((2-isopropoxyphenyl)amino)pyrimidin-2-yl)amino)-5-(4-(methyl(oxetan-3-yl)amino)piperidin-1-yl)phenyl)acrylamide